C(=O)(OC(C)(C)C)N[C@@H]([C@@H](C)CC)C(=O)O L-N-boc-isoleucine